N1(C=CC2=CC=CC=C12)C(=O)N 1H-indole-1-carboxamide